O=C1NC(CCC1NC=1C(=C(C(=CC1)F)C#CCNC(C1=NC=C(C=C1)C=1N=CC2=C(C=CC=C2C1)C1=CC2=C(N(C(N2C)=O)C)C(=C1)C(C)C)=O)F)=O N-(3-(3-((2,6-Dioxopiperidin-3-yl)amino)-2,6-difluorophenyl)prop-2-yn-1-yl)-5-(8-(7-isopropyl-1,3-dimethyl-2-oxo-2,3-dihydro-1H-benzo[d]imidazol-5-yl)isoquinolin-3-yl)picolinamide